2,8-dimethyl-7-(3-(7-methylimidazo[1,2-a]pyridin-6-yl)-7,8-dihydro-1,6-naphthyridin-6(5H)-yl)-4H-pyrimido[1,2-b]pyridazin-4-one CC=1N=C2N(N=C(C(=C2)C)N2CC=3C=C(C=NC3CC2)C=2C(=CC=3N(C2)C=CN3)C)C(C1)=O